(4-chloro-6-methoxy-7-methyl-1,5-naphthyridin-3-yl)methanol ClC1=C(C=NC2=CC(=C(N=C12)OC)C)CO